4'-chloro-4-dimethylaminoazobenzene ClC1=CC=C(C=C1)N=NC1=CC=C(C=C1)N(C)C